5-(1-(2-bromoethyl)hydrazino)picolinic acid methyl ester COC(C1=NC=C(C=C1)N(N)CCBr)=O